CC1=C(C=CC(=C1)N)C(C(F)(F)F)(C(F)(F)F)C1=C(C=C(C=C1)N)C 2,2-bis(2-methyl-4-aminophenyl)hexafluoropropane